FC1=CC=C2C=C(NC(C2=C1)=O)CCC(=O)O 3-(7-fluoro-1-oxo-1,2-dihydroisoquinolin-3-yl)propionic acid